OCC1CN(CC1)C(=O)C=1C2=C(SC1NC(C1=CN=CC=C1)=O)CCCC2 N-(3-(3-(hydroxymethyl)pyrrolidine-1-carbonyl)-4,5,6,7-tetrahydrobenzo[b]thiophen-2-yl)nicotinamide